CC1=NN(C=C1B1OC(C(O1)(C)C)(C)C)COCC[Si](C)(C)C 3-methyl-4-(4,4,5,5-tetramethyl-1,3,2-dioxaborolan-2-yl)-1-{[2-(trimethylsilyl)ethoxy]methyl}-1H-pyrazole